CN(CCCC1(N(CC1)CC(C)O)CC(C)O)C ((3-(dimethylamino)propyl)azetidinediyl)di(propan-2-ol)